C(#N)C1=NC(=NC(=C1)C)N1CCN(CC1)S(=O)(=O)C1=CC=C(C=C1)NC(C1=CC(=CC=C1)N1C(OCC1)=O)=O N-(4-((4-(4-cyano-6-methylpyrimidin-2-yl)piperazin-1-yl)sulfonyl)phenyl)-3-(2-oxooxazolidin-3-yl)benzamide